NC1=NC(=C(C=C1C=1C=C2CCNC(C2=C(C1)F)=O)C1=CC=C(C=C1)[C@@]12CN(C[C@H]2C1)C)F 6-(2-amino-6-fluoro-5-(4-((1R,5S)-3-methyl-3-azabicyclo[3.1.0]hexan-1-yl)phenyl)pyridin-3-yl)-8-fluoro-3,4-dihydroisoquinolin-1(2H)-one